C(CCCCCCCCCCCCCCCCCCCCC)(=O)O.CC(CCO)(C)O 3-methyl-1,3-butanediol monobehenate